N[C@@H]1[C@@H](CN(CC1)C1=C(C=NC2=CC=C(C=C12)C=1C(=C(C#N)C=CC1)OCOC)C1=CC(=CC(=C1)F)F)O 3-{4-[cis-4-Amino-3-hydroxypiperidin-1-yl]-3-(3,5-difluorophenyl)chinolin-6-yl}-2-(methoxymethoxy)benzonitril